5-(4-(Benzylpiperazin-1-yl)pentyl)-3-hydroxypyridine-carbaldehyde C(C1=CC=CC=C1)C1N(CCNC1)C(CCCC=1C=C(C(=NC1)C=O)O)C